N(=[N+]=[N-])CCOCCN(C(OC(C)(C)C)=O)CCOCCOCCNC(OC(C)(C)C)=O tert-butyl (2-(2-azidoethoxy)ethyl)(2,2-dimethyl-4-oxo-3,8,11-trioxa-5-azatridecan-13-yl)carbamate